(9H-fluoren-9-yl)-methyl-((S)-1-(((S)-1-((4-(((t-butoxycarbonyl) amino) methyl) phenyl) amino)-1-oxo-5-ureidopentyl-2-yl) amino)-3-methyl-1-oxobutyl-2-yl)-carbamate C1=CC=CC=2C3=CC=CC=C3C(C12)OC(N=C(C(=O)N=C(C(=O)NC1=CC=C(C=C1)CNC(=O)OC(C)(C)C)CCCNC(=O)N)[C@H](CC)C)=O